(Z)-8-benzyl-6-(3-((tert-butyldimethylsilyl)oxy)-4-chlorophenyl)-2-(furan-2-ylmethylene)imidazo[1,2-a]pyrazin-3(2H)-one C(C1=CC=CC=C1)C=1C=2N(C=C(N1)C1=CC(=C(C=C1)Cl)O[Si](C)(C)C(C)(C)C)C(/C(/N2)=C/C=2OC=CC2)=O